2-(3-amino-2-methoxyphenyl)acetonitrile NC=1C(=C(C=CC1)CC#N)OC